FC=1C=C(C=CC1F)N1C(CCCC12CCN(CC2)C2=NC(=NC(=C2)OC2CCOCC2)CO)=O 1-(3,4-difluorophenyl)-9-(2-(hydroxymethyl)-6-((tetrahydro-2H-pyran-4-yl)oxy)pyrimidin-4-yl)-1,9-diazaspiro[5.5]undecan-2-one